2-methyl-2,3-dihydro-4H-pyrimido[5,4-e][1,3]oxazin CC1OC2=C(CN1)C=NC=N2